FC1([C@H]([C@@H]1C)C)F 1,1-Difluoro-trans-2,3-dimethyl-cyclopropane